F[P-](F)(F)(F)(F)F.N1(C=CC=C1)O[P+](N(C)C)(N(C)C)N(C)C azol-1-yl-oxytris(dimethylamino)phosphonium hexafluorophosphate